((4-Cyanothiazolidin-3-yl)-2-oxoethyl)-6-(hexahydrocyclopenta[c]pyrrol-2(1H)-yl)quinoline-4-carboxamide C(#N)C1N(CSC1)C(CC1=NC2=CC=C(C=C2C(=C1)C(=O)N)N1CC2C(C1)CCC2)=O